methyl sarcosylaminoacetate N(C)CC(=O)NCC(=O)OC